ClC1=NC(=NC(=C1C)N1CCC(CC1)OC=1C=NC(=CC1)OC)C(=O)NC1CC=2C=CC=NC2CC1 4-chloro-6-(4-((6-methoxypyridin-3-yl)oxy)piperidin-1-yl)-5-methyl-N-(5,6,7,8-tetrahydroquinolin-6-yl)pyrimidine-2-carboxamide